N-[4-tert-butyl-5-(imidazole-1-yl)thiazole-2-yl]-N'-[(4-hydroxy-3-methoxyphenyl)acryloyl]Thiourea C(C)(C)(C)C=1N=C(SC1N1C=NC=C1)NC(=S)NC(C=CC1=CC(=C(C=C1)O)OC)=O